(2R)-N2-(5-((+)-1-amino-3-cyclopropyl-1-(pyridin-2-yl)propyl)-2-fluorophenyl)-N1-(5-chloropyridin-2-yl)-4-ethyl-4-hydroxypyrrolidine-1,2-dicarboxamide NC(CCC1CC1)(C1=NC=CC=C1)C=1C=CC(=C(C1)NC(=O)[C@@H]1N(CC(C1)(O)CC)C(=O)NC1=NC=C(C=C1)Cl)F